C1(CCCCC1)CO[C@H](C)C1[N@@](C1)C(=O)OC(C)(C)C tert-butyl (R)-2-((R)-1-(cyclohexylmethoxy)ethyl)aziridine-1-carboxylate